tert-Butyl (5'S,7a'R)-5'-(3,5-difluorophenyl)-3'-oxotetrahydro-3'H-spiro[azetidine-3,2'-pyrrolo[2,1-b]oxazole]-1-carboxylate FC=1C=C(C=C(C1)F)[C@@H]1CC[C@H]2OC3(C(N21)=O)CN(C3)C(=O)OC(C)(C)C